3-(diethylamino)-2-(4-(4,4,5,5-tetramethyl-1,3,2-dioxaborolan-2-yl)phenyl)indolizine-1-carbonitrile C(C)N(C1=C(C(=C2C=CC=CN12)C#N)C1=CC=C(C=C1)B1OC(C(O1)(C)C)(C)C)CC